F[C@H]1CN(CC[C@H]1NC1=CC=CC=2N1N=C(C2CC(F)(F)F)C#CCNC(C2=CN=C(C=C2)N2CCCC2)=O)C N-[3-(7-{[(3S,4R)-3-fluoro-1-methylpiperidin-4-yl]amino}-3-(2,2,2-trifluoroethyl)pyrazolo[1,5-a]pyridin-2-yl)prop-2-yn-1-yl]-6-(pyrrolidin-1-yl)nicotinamide